Terbium (III) fluoride [F-].[Tb+3].[F-].[F-]